(1-(quinazolin-4-yl)piperidine-4-yl)carbamic acid tert-butyl ester C(C)(C)(C)OC(NC1CCN(CC1)C1=NC=NC2=CC=CC=C12)=O